(4-chlorophenyl)-4-{3-(4-chlorophenyl)-1-[2-(4-methylpiperidin-1-yl)ethyl]ureido}-3-methylbenzamide ClC1=CC=C(C=C1)C1=C(C(=O)N)C=CC(=C1C)N(C(=O)NC1=CC=C(C=C1)Cl)CCN1CCC(CC1)C